CC1(CCC=2C1=NC1=C(C2NC(=O)N=[S@@](=O)(N)C2=NN(C=C2F)CC)CCC1)C (S)-N'-((3,3-dimethyl-1,2,3,5,6,7-hexahydrodicyclopenta[b,e]pyridin-8-yl)carbamoyl)-1-ethyl-4-fluoro-1H-pyrazole-3-sulfonimidamide